C(C)(C)N1C(=NC2=NC=C(C=C21)C=2C=CN1N=C(N=CC12)NC1CC(C1)N)C N1-(5-(1-isopropyl-2-methyl-1H-imidazo[4,5-b]pyridin-6-yl)pyrrolo[2,1-f][1,2,4]triazin-2-yl)cyclobutane-1,3-diamine